O=C1NC(CCC1N1C(N(C2=C1C=CC(=C2)CC=O)C)=O)=O [1-(2,6-dioxo-3-piperidinyl)-3-methyl-2-oxo-benzimidazol-5-yl]acetaldehyde